ClC=1C=NN(C(C1Cl)=O)[C@H](C(=O)NC1=CC(=C(C=C1)C)S(N[C@@H](C(F)(F)F)CC1=NC=CC=C1)(=O)=O)C (2S)-2-(4,5-dichloro-6-oxo-pyridazin-1-yl)-N-[4-methyl-3-[[(1R)-2,2,2-trifluoro-1-(2-pyridylmethyl)ethyl]sulfamoyl]phenyl]propanamide